2-[2-(2,6-dioxo-3-piperidyl)-6-fluorosulfonyl-1-oxo-isoindolin-4-yl]oxyacetic acid O=C1NC(CCC1N1C(C2=CC(=CC(=C2C1)OCC(=O)O)S(=O)(=O)F)=O)=O